3-([1,1'-biphenyl]-3-yl)-6-(4-(4-methylpiperazin-1-yl)phenyl)furo[3,2-b]pyridine C1(=CC(=CC=C1)C1=COC=2C1=NC=C(C2)C2=CC=C(C=C2)N2CCN(CC2)C)C2=CC=CC=C2